FC(C=1C=C(CCl)C=CC1)(F)F 3-(trifluoromethyl)benzyl chloride